FC1(CC(CC1)C(C(=O)NC=1SC2=C(N1)CCC(C2)C)C2=CC=C(C=C2)C=2N=NN(N2)C)F 2-(3,3-Difluorocyclopentyl)-2-(4-(2-methyl-2H-tetrazol-5-yl)phenyl)-N-(6-methyl-4,5,6,7-tetrahydrobenzo[d]thiazol-2-yl)acetamide